FC(N1N=C(C(=C1)F)[S@](=O)(N[C@@H](C)C1=CC=C(C=C1)OC)=NC(NC1=C2CCCC2=CC=2CCCC12)=O)F (R)-1-(difluoromethyl)-4-fluoro-N'-((1,2,3,5,6,7-hexahydro-s-indacen-4-yl)carbamoyl)-N-((S)-1-(4-methoxyphenyl)ethyl)-1H-pyrazole-3-sulfonimidamide